NC1=NC=CC(=C1Cl)OC1=C(C=C(C=C1)C1=NN(C(=C1C(=O)N)F)C1=CC=CC=C1)F (4-((2-amino-3-chloropyridin-4-yl)oxy)-3-fluorophenyl)-5-fluoro-1-phenyl-1H-pyrazole-4-carboxamide